N[C@@H](C)C(=O)Cl L-alanine chloride